ClC1=C(C=C(OC2=C(C=C(COC3=NC(NC(=C3)OC)=O)C=C2)F)C=C1)C(F)(F)F 4-((4-(4-chloro-3-(trifluoromethyl)phenoxy)-3-fluorobenzyl)oxy)-6-methoxypyrimidin-2(1H)-one